Benzyl octane-3-carboxylate CCC(CCCCC)C(=O)OCC1=CC=CC=C1